4-cyano-N-(3-(furan-3-yl)-1H-indazol-5-yl)pyrimidine-2-carboxamide C(#N)C1=NC(=NC=C1)C(=O)NC=1C=C2C(=NNC2=CC1)C1=COC=C1